ethyl acetoacetate gallium [Ga].C(CC(=O)C)(=O)OCC